2-(1-(2-fluorobenzyl)-5-(isoxazol-3-yl)-1H-pyrazol-3-yl)-5-morpholinopyrimidin-4-amine FC1=C(CN2N=C(C=C2C2=NOC=C2)C2=NC=C(C(=N2)N)N2CCOCC2)C=CC=C1